Cl.FC1(CC(C1)C(N1[C@H]2CNC[C@@H]1CC2)C2=CC=C(C=C2)C(F)(F)F)F (1R,5S)-8-((3,3-Difluorocyclobutyl)(4-(trifluoromethyl)phenyl)methyl)-3,8-diazabicyclo[3.2.1]octane hydrochloride